C(=O)(O)C1C2C=CC(C1CC)C2 5-carboxy-6-ethyl-bicyclo[2.2.1]hept-2-ene